(8R,9S,10S)-10-[(4-hydroxy-4-methylpiperidin-1-yl)methyl]-N-(4-methoxyphenyl)-9-[4-(2-phenylethynyl)phenyl]-1,6-diazabicyclo[6.2.0]decane-6-carboxamide OC1(CCN(CC1)C[C@@H]1[C@@H]([C@@H]2CN(CCCCN12)C(=O)NC1=CC=C(C=C1)OC)C1=CC=C(C=C1)C#CC1=CC=CC=C1)C